N-(4-chlorobenzyl)piperidine-4-carboxamide ClC1=CC=C(CNC(=O)C2CCNCC2)C=C1